BrC1=C2C(C(=O)N(C2=O)C)=CC=C1 3-bromo(N-methylphthalimide)